(3-(difluoro((S)-tetrahydrofuran-2-yl)methyl)-2-fluorophenyl)ethylamine FC(C=1C(=C(C=CC1)CCN)F)([C@H]1OCCC1)F